(1R,5S)-N-(1-ethylpyrrolidin-3-yl)-8-(7-(3-hydroxynaphthalen-1-yl)-2-(((S)-1-methylpyrrolidin-2-yl)methoxy)quinazolin-4-yl)-3,8-diazabicyclo[3.2.1]octane-3-carboxamide C(C)N1CC(CC1)NC(=O)N1C[C@H]2CC[C@@H](C1)N2C2=NC(=NC1=CC(=CC=C21)C2=CC(=CC1=CC=CC=C21)O)OC[C@H]2N(CCC2)C